1-(7-bromo-6-hydroxy-2,3-dihydro-1H-inden-5-yl)ethan-1-one Methyl-(2S)-2-((((3-chlorophenyl)(1-(3-chlorophenyl)cyclopropyl)methoxy)carbonyl)amino)-3-cyclohexylpropanoate COC([C@H](CC1CCCCC1)NC(=O)OC(C1(CC1)C1=CC(=CC=C1)Cl)C1=CC(=CC=C1)Cl)=O.BrC=1C(=C(C=C2CCCC12)C(C)=O)O